4,8-bis{(2-hydroxyethoxy)phenyl}Tricyclo[5.2.1.02,6]decane OCCOC1=C(C=CC=C1)C1CC2C3CC(C(C2C1)C3)C3=C(C=CC=C3)OCCO